BrC1=NN(C(=C1C(=O)OCC)C(C(=O)OCC)C(=O)OCC)C1CC1 diethyl 2-(3-bromo-1-cyclopropyl-4-(ethoxycarbonyl)-1H-pyrazol-5-yl)malonate